COC1CCC(CC1)CC(C)(N)C 1-((1R,4R)-4-methoxycyclohexyl)-2-methylpropan-2-amine